BrC1=CC(=C(C=C1)C(\C=C(/C)\N(C)C)=O)F (E)-1-(4-bromo-2-fluorophenyl)-3-(dimethylamino)but-2-en-1-one